3,4-bis(diethylphosphino)-2-isopropylthiophene C(C)P(C1=C(SC=C1P(CC)CC)C(C)C)CC